4-((1R,5S)-8-azabicyclo[3.2.1]oct-8-yl)aniline [C@@H]12CCC[C@@H](CC1)N2C2=CC=C(N)C=C2